β-phenylserine C1(=CC=CC=C1)C([C@H](N)C(=O)O)O